BrC=1C=C2C(C(NC2=C(C1)I)=O)(C)C 5-bromo-7-iodo-3,3-dimethyl-1H-indol-2-one